1-((1s,3s)-3-ethoxycyclobutyl)-3-(trifluoromethyl)-1H-pyrazol-4-amine C(C)OC1CC(C1)N1N=C(C(=C1)N)C(F)(F)F